FC1=C(C=CC=C1)C1=CN(C=2N=CN=C(C21)N2CC(N(CC2)C(C(C)C)=O)(C)C)C=2C=C(C(=O)O)C=CN2 2-(5-(2-fluorophenyl)-4-(4-isobutyryl-3,3-dimethylpiperazin-1-yl)-7H-pyrrolo[2,3-d]pyrimidin-7-yl)isonicotinic acid